3-mercaptomethyl-1,5-dimercapto-2,4-dithiolane SCC1SC(C(S1)S)S